((6-Chloro-4-((5-fluoro-2-methoxy-3-(1-(methyl-d3)-1H-1,2,4-triazol-3-yl)phenyl)amino)pyridazine-3-carbonyl)oxy)zinc ClC1=CC(=C(N=N1)C(=O)O[Zn])NC1=C(C(=CC(=C1)F)C1=NN(C=N1)C([2H])([2H])[2H])OC